dichloro(1,5-cyclooctadien) platinum [Pt].ClC1=C(CCC=CCC1)Cl